ClC=1C=CC2=C(C(=NO2)NCCCCOCCNC2=NC3=C(C4=CN=CC=C24)C=CC(=C3)C(=O)O)C1 5-((2-(4-((5-Chlorobenzo[d]isoxazol-3-yl)amino)butoxy)ethyl)amino)benzo[c][2,6]naphthyridine-8-carboxylic acid